CSCC(CSC)N1CC(=C(C1=O)O)C(=O)OC methyl 1-(1,3-bis(methylthio) propan-2-yl)-4-hydroxy-5-oxo-2,5-dihydro-1H-pyrrole-3-carboxylate